amino-2-(1-tert-butyl-1H-pyrazol-4-yl)benzenesulfonamide NC=1C(=C(C=CC1)S(=O)(=O)N)C=1C=NN(C1)C(C)(C)C